FC1=CC=C(C=C1)N1N=CC2=CC(=C(C=C12)C(C)C)C=1CCN(CC1)S(=O)(=O)C=1C=NN(C1)CCC 1-(4-fluorophenyl)-6-isopropyl-5-(1-((1-propyl-1H-pyrazol-4-yl)sulfonyl)-1,2,3,6-tetrahydropyridin-4-yl)-1H-indazole